C(C)(C)(C)C1=NOC(=N1)C12CCC(CC1)(CC2)CN(C(=O)C21CC(C2)(C1)F)C1=CC(=CC=C1)P(=O)(C)C N-((4-(3-(tert-butyl)-1,2,4-oxadiazol-5-yl)bicyclo[2.2.2]octan-1-yl)methyl)-N-(3-(dimethylphosphoryl)phenyl)-3-fluorobicyclo[1.1.1]pentane-1-carboxamide